ClC=1C(=NC=CC1C1=NC(=C(C=C1)CN(C(OC(C)(C)C)=O)C[C@H]1NC(CC1)=O)OC)C1=C(C(=CC=C1)NC(C1=NC=C(C=C1)CN1C[C@H](CC1)O)=O)Cl tert-Butyl ((3'-chloro-2'-(2-chloro-3-(5-(((S)-3-hydroxypyrrolidin-1-yl)methyl)picolinamido)phenyl)-6-methoxy-[2,4'-bipyridin]-5-yl)methyl)(((S)-5-oxopyrrolidin-2-yl)methyl)carbamate